ClC=1C=CC=2C(N(C(C3=CC=CC1C23)=O)CC)=O 6-chloro-2-ethyl-1H-benzo[de]isoquinoline-1,3(2H)-dione